N-benzyl-N-(1-butylpiperidin-4-yl)-6-methyl-1H-indazole-3-carboxamide C(C1=CC=CC=C1)N(C(=O)C1=NNC2=CC(=CC=C12)C)C1CCN(CC1)CCCC